O1C(OCC1)C=1C=C(C=NC1OC)C1CN(CCC1(F)F)[C@H](C(=O)NC=1SC2=C(N1)C=C1C(=C2)OC(O1)(F)F)C (2S)-2-(3-(5-(1,3-dioxolan-2-yl)-6-methoxypyridin-3-yl)-4,4-difluoropiperidin-1-yl)-N-(2,2-difluoro-[1,3]dioxolo[4',5':4,5]benzo[1,2-d]thiazol-6-yl)propanamide